FCCNC1=NC(=NC=C1)C1CCN(CC1)C(=O)OC(C)(C)C tert-Butyl 4-(4-(2-fluoroethylamino)pyrimidin-2-yl)piperidine-1-carboxylate